ClC=1C=C2C(=CC(=NC2=CC1)C(F)(F)F)N[C@@H]1C[C@@H](CCC1)NC(=O)C1=NNC=C1 N-[(1R,3S)-3-{[6-chloro-2-(trifluoromethyl)quinolin-4-yl]amino}cyclohexyl]-1H-pyrazole-3-carboxamide